CS(=O)(=O)NC=1C=C(C=CC1)NC(=O)C=1N=C(SC1)NC1=NC=CC=C1 N-(3-(methylsulfonamido)phenyl)-2-(pyridin-2-ylamino)thiazole-4-carboxamide